COC1=CC=C(COC=2C(=NC=C(C2)NC=2OC(=CN2)C2=NC=C(C=C2)C(F)(F)F)C#N)C=C1 3-((4-Methoxybenzyl)oxy)-5-((5-(5-(trifluoromethyl)pyridin-2-yl)oxazol-2-yl)amino)picolinonitrile